2-[(2R)-3-(3,4-dihydro-1H-isoquinolin-2-yl)-2-hydroxy-propyl]-4,4-difluoro-6-morpholino-3H-isoquinolin-1-one C1N(CCC2=CC=CC=C12)C[C@H](CN1C(C2=CC=C(C=C2C(C1)(F)F)N1CCOCC1)=O)O